C(#N)C=1C(=NC=CC1)C cyano-2-methylpyridin